C1(=CC=CC=C1)C=1C(=C(C=CC1NC1=CC=C(C=C1)N(C1=CC(=CC=C1)C1=C(C=CC=C1)C)C1=CC=CC=C1)C1=CC=C(C=C1)NC1=CC=C(C=C1)N(C1=CC(=CC=C1)C1=C(C=CC=C1)C)C1=CC=CC=C1)C1=CC=CC=C1 diphenyl-N,N'-bis-[4-(phenyl-m-tolylanilino)-phenyl]-biphenyl-4,4'-diamine